ClC=1C=C2C(=C3C1NC(NC31CCCCC1)=O)OC(=N2)CN(CC(=O)OC)C methyl 2-({5-chloro-7-oxo-7,8-dihydro-6H-spiro[[1,3]oxazolo[5,4-f]quinazoline-9,1'-cyclohexane]-2-ylmethyl} (methyl)amino)acetate